7-bromo-3-[(2R,3R)-3-(2,4-difluorophenyl)-3-hydroxy-4-(1,2,4-triazol-1-yl)-2-butyl]1,2,3-benzotriazin-4-one BrC1=CC2=C(C(N(N=N2)[C@H](C)[C@@](CN2N=CN=C2)(O)C2=C(C=C(C=C2)F)F)=O)C=C1